N-(4-(1-(tert-butyl)-1H-pyrazol-4-yl)pyridin-2-yl)-4-hydroxy-N-((4-(4-methoxy-3-methylphenyl)bicyclo[2.2.2]octan-1-yl)methyl)cyclohexanecarboxamide C(C)(C)(C)N1N=CC(=C1)C1=CC(=NC=C1)N(C(=O)C1CCC(CC1)O)CC12CCC(CC1)(CC2)C2=CC(=C(C=C2)OC)C